FC(C(C1=CC=CC=C1)N1CCN(CC1)C(=O)N1C[C@@H]2[C@@H](OCC(N2)=O)CC1)(F)F (4aR,8aS)-6-(4-(2,2,2-Trifluoro-1-phenylethyl)piperazin-1-carbonyl)hexahydro-2H-pyrido[4,3-b][1,4]oxazin-3(4H)-on